di-tert-butylphosphine C(C)(C)(C)PC(C)(C)C